1-(1-(Methylthio)isoquinolin-4-yl)ethan-1-one gadolinium [Gd].CSC1=NC=C(C2=CC=CC=C12)C(C)=O